1-((R)-1-(3-(6-amino-5-methoxypyridin-3-yl)phenyl)ethyl)-1-ethyl-3-((S)-1,1,1,5,5,5-hexafluoropentan-2-yl)urea NC1=C(C=C(C=N1)C=1C=C(C=CC1)[C@@H](C)N(C(=O)N[C@H](C(F)(F)F)CCC(F)(F)F)CC)OC